[C@@H]1([C@H](O)[C@@H](O)[C@H](O)[C@H](O1)CO)O[C@@]1([C@H](O)[C@H](O)[C@@H](C(O)C(\C=C\C2=CC(OC)=C(O)C(OC)=C2)=O)O1)N1C(=O)NC(=O)C=C1 beta-D-glucopyranosyloxy-5'-sinapoyl-uridine